CC1=C(C=C(C(=O)O)C=C1)C=1OC(=CC1)/C=C/1\C(C2=C(S1)C=CC=C2)=O (E)-4-methyl-3-(5-((3-oxobenzo[b]thiophen-2(3H)-ylidene)methyl)furan-2-yl)benzoic acid